N-(1-(3-Cyclopentylphenyl)cyclopropyl)-5-(2-(dimethylamino)ethoxy)-2-methyl-benzamide C1(CCCC1)C=1C=C(C=CC1)C1(CC1)NC(C1=C(C=CC(=C1)OCCN(C)C)C)=O